C(#N)C1=NC(=NC(=C1)NC1=C(C(=CC=C1)OC)OC)N1N=CC(=C1N)C(=O)O 1-{4-cyano-6-[(2,3-dimethoxyphenyl)amino]pyrimidin-2-yl}-5-amino-1H-pyrazole-4-carboxylic acid